C(CCCCCCCCCCCCC)(=O)OC(CCCCCC(OC(NCCCN(C)C)=O)CCCCCCOC(CCCCCCCCCCCCC)=O)CCCN(C)C [3-(dimethylamino) propyl]-2-methyl-7-oxo-9-{6-[(1-oxotetradecyl) oxy] hexyl}-2,6-diaza-8-oxapentadecan-15-yl tetradecanoate